C(C=C)(=O)OCCCCCCOP(=S)([O-])[O-] acryloyloxyhexylthiophosphate